[3-(hydroxymethyl)phenyl]methyl 4-(3-cyclopropyl-3-hydroxy-but-1-ynyl)-2,6-dimethyl-7-oxo-1H-pyrrolo[2,3-c]pyridine-3-carboxylate C1(CC1)C(C#CC=1C2=C(C(N(C1)C)=O)NC(=C2C(=O)OCC2=CC(=CC=C2)CO)C)(C)O